N1C=CC=CC2=C1C=CC=C2 benzazepin